7-(benzyloxy)-3-iodo-1-{2-[3-(trifluoromethyl)-1H-pyrazole-1-yl]ethyl}-1H-indazole C(C1=CC=CC=C1)OC=1C=CC=C2C(=NN(C12)CCN1N=C(C=C1)C(F)(F)F)I